4-(4-(1,4-dimethyl-1H-pyrazol-5-yl)-5-fluoropyrimidin-2-yl)piperazine-1-carboxylic acid tert-butyl ester C(C)(C)(C)OC(=O)N1CCN(CC1)C1=NC=C(C(=N1)C1=C(C=NN1C)C)F